C1(CCCCC1)N(C(=O)NC1=CC=CC=C1)CC=1C(NC2=C(C(=CC=C2C1)C)C)=O N-cyclohexyl-N-[(7,8-dimethyl-2-oxo-1,2-dihydro-3-quinolinyl)methyl]-N'-phenylurea